C1(=CC=C(C=C1)C[C@@](C(=O)O)(C(=O)OC)OC[C@H]1O[C@H]([C@H]([C@@H]1O)F)N1C2=NC(=NC(=C2N=C1)N)Cl)C1=CC=CC=C1 (R)-2-([1,1'-biphenyl]-4-ylmethyl)-2-(((2r,3r,4s,5r)-5-(6-amino-2-chloro-9H-purin-9-yl)-4-fluoro-3-hydroxytetrahydrofuran-2-yl)methoxy)-3-methoxy-3-oxopropanoic acid